((1S,3'R,4'S,5'S,6'R)-5-Chloro-3',4',5'-trihydroxy-6'-methyl-3',4',5',6'-tetrahydro-3H-spiro-[isobenzofuran-1,2'-pyran]-6-yl)(5-ethyl-thiophen-2-yl)keton ClC=1C=C2CO[C@]3(O[C@@H]([C@H]([C@@H]([C@H]3O)O)O)C)C2=CC1C(=O)C=1SC(=CC1)CC